2,5-di-tertiary amylhydroquinone C(C)(C)(CC)C1=C(O)C=C(C(=C1)O)C(C)(C)CC